(E)-3-(4-(sec-butoxy)phenyl)acrylic acid C(C)(CC)OC1=CC=C(C=C1)/C=C/C(=O)O